1,2-dihydroindeno-pyrrole N1CC=C2C1=CC=1C=CC=CC12